COC=1C=C(C(=O)N2C[C@@H](CCC2)NC(OC(C)(C)C)=O)C=C(C1NC)[N+](=O)[O-] tert-butyl (R)-(1-(3-methoxy-4-(methylamino)-5-nitrobenzoyl)piperidin-3-yl)carbamate